BrC=1C2=C(N(C(CC1C(=O)O)=O)CC1=CC(=C(C=C1)C)F)C(=CC=C2)C 5-bromo-1-(3-fluoro-4-methylbenzyl)-9-methyl-2-oxo-2,3-dihydro-1H-benzo[b]azepine-4-carboxylic acid